C1(CC1)OC1=CC=C(C=C1)C1=NC2=CC=CC=C2C(=N1)N1CCN(CC1)C(C=C)=O 1-(4-(2-(4-cyclopropoxyphenyl)quinazolin-4-yl)piperazin-1-yl)prop-2-en-1-one